C(#N)C(=C(OC)C1=CC=C(C=C1)CC(=O)OC)C#N methyl 2-[4-(2,2-dicyano-1-methoxy-vinyl)phenyl]acetate